3-hydroxy-3-methylpyrrolidin OC1(CNCC1)C